BrC1=C(N=CC=2C(CCCC12)=O)OCCO 4-Bromo-3-(2-hydroxyethoxy)-6,7-dihydroisoquinolin-8(5H)-one